4-cyano-4''-dodecyl-p-terphenyl C(#N)C1=CC=C(C=C1)C1=CC=C(C=C1)C1=CC=C(C=C1)CCCCCCCCCCCC